4-Ethyl-phenyl isocyanate C(C)C1=CC=C(C=C1)N=C=O